4a-(2-methoxyphenyl)octahydro-2H-benzo[b][1,4]oxazine hydrochloride Cl.COC1=C(C=CC=C1)C12C(OCCN1)CCCC2